CC1=CC=CC=2S(C3=C(C21)C=CC=C3)=O methyldibenzothiophene-5-oxide